1-(2-bromo-3-chloro-5,6-dihydro-4H-cyclopenta[b]thiophen-4-yl)-N-methylmethanamine BrC1=C(C2=C(S1)CCC2CNC)Cl